(2R,3R,4R,5R,6S)-2-(acetoxymethyl)-4-(4-(4-chloro-3,5-difluorophenyl)-1H-1,2,3-triazol-1-yl)-6-cyanotetrahydro-2H-pyran-3,5-diyl diacetate C(C)(=O)O[C@H]1[C@H](O[C@H]([C@@H]([C@H]1N1N=NC(=C1)C1=CC(=C(C(=C1)F)Cl)F)OC(C)=O)C#N)COC(C)=O